(Z)-3-bromo-(2,3,4-trimethoxyphenyl)acrolein Br\C=C/C(=O)C1=C(C(=C(C=C1)OC)OC)OC